C(C1=CC=CC=C1)C1C(C(COC1COCC1=CC=CC=C1)N)OCC1=CC=CC=C1 5-benzyl-4-(benzyloxy)-6-((benzyloxy)methyl)tetrahydro-2H-pyran-3-amine